5-(benzofuran-5-yl)-N-(4-methoxy-1H-benzo[d]imidazol-2-yl)-1,3,4-oxadiazol-2-amine O1C=CC2=C1C=CC(=C2)C2=NN=C(O2)NC2=NC1=C(N2)C=CC=C1OC